(tert-butyldimethyl-(silyl)oxy)azetidine C(C)(C)(C)C[SiH](ON1CCC1)C